N-{(1R)-1-[8-chloro-2-(pyridin-3-yl)quinolin-3-yl]-2,2,2-trifluoroethyl}acetamide ClC=1C=CC=C2C=C(C(=NC12)C=1C=NC=CC1)[C@H](C(F)(F)F)NC(C)=O